(1'R,2'R)-2,6-dihydroxy-5'-methyl-4-pentyl-N-phenyl-2'-(prop-1-en-2-yl)-1',2',3',4'-tetrahydro-[1,1'-biphenyl]-3-sulfonamide OC1=C(C(=CC(=C1S(=O)(=O)NC1=CC=CC=C1)CCCCC)O)[C@H]1[C@@H](CCC(=C1)C)C(=C)C